NC1=C(OCCO)C=C(C=C1)N1CCN(CC1)C 2-(2-amino-5-(4-methylpiperazin-1-yl)phenoxy)ethan-1-ol